2-[4-[2-(2-Isopropyl-5-methyl-1,2,4-triazol-3-yl)-5,6-dihydroimidazo[1,2-d][1,4]benzoxazepin-9-yl]pyrazol-1-yl]-2-methylpropanamide C(C)(C)N1N=C(N=C1C=1N=C2N(CCOC3=C2C=CC(=C3)C=3C=NN(C3)C(C(=O)N)(C)C)C1)C